2-cyclopropyl-3-(tetramethyl-1,3,2-dioxaborolan-2-yl)pyridine C1(CC1)C1=NC=CC=C1B1OC(C(O1)(C)C)(C)C